C(CC(=O)[O-])(=O)OCC.C(CC(=O)[O-])(=O)OCC diethyl di-malonate